2,4-dimethylcyclohexanol CC1C(CCC(C1)C)O